cyanoethylimidazole chloride [Cl-].C(#N)CCC=1NC=CN1